3-(sec-butyl)-N-(4-(4-carbamoyl-piperidin-1-yl)butyl)-2-oxo-1,2,3,5-tetrahydro-4H-benzo[1,4]diazepine-4-carboxamide C(C)(CC)C1C(NC2=C(CN1C(=O)NCCCCN1CCC(CC1)C(N)=O)C=CC=C2)=O